C(CCCCCCCCCCC)C(C(=O)[O-])(CC(=O)[O-])S(=O)(=O)O.[Na+].[Na+] disodium laurylsulfosuccinate